N-((R)-1-(3-chloropyridin-2-yl)-2,2,2-trifluoroethyl)-2-(2,6-dioxopiperidin-3-yl)-1-oxoisoindoline-5-carboxamide ClC=1C(=NC=CC1)[C@H](C(F)(F)F)NC(=O)C=1C=C2CN(C(C2=CC1)=O)C1C(NC(CC1)=O)=O